((4aR,7R,8aS)-4,4-dioxidooctahydropyrano[3,4-b][1,4]thiazin-7-yl)((S)-1-(4-fluorophenyl)-3,4-dihydroisoquinolin-2(1H)-yl)methanone O=S1([C@@H]2[C@@H](NCC1)C[C@@H](OC2)C(=O)N2[C@H](C1=CC=CC=C1CC2)C2=CC=C(C=C2)F)=O